4-(6-bromopyridin-3-yl)morpholine BrC1=CC=C(C=N1)N1CCOCC1